6,7-dichloro-4-(cis-3-fluorocyclobutoxy)-1H-indole ClC1=CC(=C2C=CNC2=C1Cl)O[C@@H]1C[C@@H](C1)F